ClC1=C(C(=NC=N1)NCC=1N=C(SC1)C)[N+](=O)[O-] 6-chloro-N-((2-methylthiazol-4-yl)methyl)-5-nitropyrimidin-4-amine